(4-((1H-benzo[d]imidazol-2-yl)methoxy)phenyl)carbonohydrazonic Dicyanide N1C(=NC2=C1C=CC=C2)COC2=CC=C(C=C2)NN=C(C#N)C#N